7-(3-(6-(difluoromethoxy)pyridin-3-yl)-7,8-dihydro-1,6-naphthyridin-6(5H)-yl)-2-(methoxymethyl)-8,9-dimethyl-4H-pyrimido[1,2-b]pyridazin-4-one FC(OC1=CC=C(C=N1)C=1C=NC=2CCN(CC2C1)C=1C(=C(C=2N(N1)C(C=C(N2)COC)=O)C)C)F